C(C)(C)(C)OC(=O)NCC(=O)N1CCN(CC1)CCOC1=CC(=C(C=C1)C=1SC=C(N1)CC(=O)NCC(=O)OCC)Cl ETHYL (2-(2-(4-(2-(4-((TERT-BUTOXYCARBONYL)GLYCYL)PIPERAZIN-1-YL)ETHOXY)-2-CHLOROPHENYL)THIAZOL-4-YL)ACETYL)GLYCINATE